ethyl 5-(((1R)-1-(2-(2-aminoethyl)-5-fluoro-2,3-dihydrobenzofuran-7-yl)ethyl)amino)pyrazolo[1,5-a]pyrimidine-3-carboxylate NCCC1OC2=C(C1)C=C(C=C2[C@@H](C)NC2=NC=1N(C=C2)N=CC1C(=O)OCC)F